CC(CC(=O)O)(C)C 3,3-dimethyl-butanoic acid